tert-butyl (S)-4-(6-(8-ethyl-2-methyl-7-oxo-7,8-dihydroimidazo[1,2-a]pyrimidine-6-carboxamido)pyridazin-3-yl)-2-methylpiperazine-1-carboxylate C(C)N1C=2N(C=C(C1=O)C(=O)NC1=CC=C(N=N1)N1C[C@@H](N(CC1)C(=O)OC(C)(C)C)C)C=C(N2)C